OCCN1[C@@H]2[C@@H](CC[C@@H]1CC2)NC2=CC=C(N=N2)C2=C(C=C(C=C2C)C(F)(F)F)O 2-(6-(((1S,2R,5R)-8-(2-Hydroxyethyl)-8-azabicyclo[3.2.1]octan-2-yl)amino)pyridazin-3-yl)-3-methyl-5-(trifluoromethyl)phenol